C(C)N(S(=O)(=O)C1=CC=C(C=C1)C=1N=C(SC1)NC1=CC=C(C=C1)S(=O)(=O)C)CC N,N-diethyl-4-(2-((4-(methylsulfonyl)phenyl)amino)thiazol-4-yl)benzenesulfonamide